undecyldodecyl-ammonium nitrate [N+](=O)([O-])[O-].C(CCCCCCCCCC)[NH2+]CCCCCCCCCCCC